ClCC=1N=C(OC1)[C@@]1(C[C@H](CC1)NS(=O)(=O)C)CC1=NC(=CC=C1)C1=C(C=CC=C1)O N-((1S,3S)-3-(4-(chloromethyl)oxazol-2-yl)-3-((6-(2-hydroxyphenyl)pyridin-2-yl)methyl)cyclopentyl)methanesulfonamide